N[C@@H](CC(N)=O)CC(=O)O beta-homoasparagine